ClC=1C=C(C=C(C1CC1=C(C(=C(C=C1)O)C(C)C)F)C)NCC(=O)NC 2-((3-chloro-4-(2-fluoro-4-hydroxy-3-isopropylbenzyl)-5-methylphenyl)amino)-N-methylacetamide